CC1=C(C=C(C=C1)[N+](=O)[O-])[C@H]1[C@@H](CC1)C(=O)N trans-2-(2-methyl-5-nitrophenyl)cyclobutane-1-carboxamide